BrC=1C2(C3=CC4=C(OCO4)C=C3C1)CCC1(CC2)NC(NC1=O)=O 6''-bromo-2''H-dispiro[imidazolidine-4,1'-cyclohexane-4',5''-indeno[5,6-d][1,3]dioxole]-2,5-dione